N-4-biphenylsulfonyl-3-chlorobicyclo[1.1.1]pentylamine C1(=CC=C(C=C1)S(=O)(=O)NC12CC(C1)(C2)Cl)C2=CC=CC=C2